5-bromo-2-(trifluoromethyl)pyrimidine tert-butyl-2,2-dimethyl-4-(3-oxobutanoyl)piperazine-1-carboxylate C(C)(C)(C)OC(=O)N1C(CN(CC1)C(CC(C)=O)=O)(C)C.BrC=1C=NC(=NC1)C(F)(F)F